NC1=C(C=NC(=C1)Br)NCC1(CC1)C#N 1-(((4-amino-6-bromopyridin-3-yl)amino)methyl)cyclopropane-1-carbonitrile